CC1(NC(NC1)=O)C(F)(F)F 4-methyl-4-(trifluoromethyl)imidazolidin-2-one